N=1N(N=CC1)C1=C(C#N)C=CC=C1 (2H-1,2,3-triazol-2-yl)benzonitrile